Cl.FC1=C(C=C(C=C1)S(=O)(=O)N)CC1CCNCC1 4-fluoro-3-(piperidin-4-ylmethyl)benzenesulfonylamine hydrochloride